5-(8-(3-phenylazetidin-1-yl)imidazo[1,2-b]pyridazin-6-yl)pyrimidine-2,4(1H,3H)-dione C1(=CC=CC=C1)C1CN(C1)C=1C=2N(N=C(C1)C=1C(NC(NC1)=O)=O)C=CN2